COC=1N=C2C(=CC=NC2=CC1OC)OC1=C(C=C(C=C1)NC(=O)C=1N=NC(=C(C1OC)C1=C(C=C(C=C1)F)C)C)F N-[4-[(6,7-dimethoxy-1,5-naphthyridin-4-yl)oxy]-3-fluorophenyl]-5-(4-fluoro-2-methylphenyl)-4-methoxy-6-methylpyridazine-3-carboxamide